NC1=NC=2C=CC=C(C2C=C1)S(=O)(=O)C1C(OCC1(C)C)(C(=O)N)C1=C(C=CC(=C1)C)OC (2-aminoquinoline-5-sulfonyl)-2-(2-methoxy-5-methylphenyl)-4,4-dimethyl-oxolane-2-carboxamide